1-(6-(1-(3-(3-((4-((5-chloropyrimidin-2-yl)amino)piperidin-1-yl)sulfonyl)phenyl)-2-methylpropyl)piperidin-4-yl)-1-methyl-1H-indazol-3-yl)dihydropyrimidine-2,4(1H,3H)-dione ClC=1C=NC(=NC1)NC1CCN(CC1)S(=O)(=O)C=1C=C(C=CC1)CC(CN1CCC(CC1)C1=CC=C2C(=NN(C2=C1)C)N1C(NC(CC1)=O)=O)C